CC=1N=CC(=NC1)NC(=O)C1=NC=C(C=C1)[N+](=O)[O-] N-(5-methylpyrazin-2-yl)-5-nitropyridineamide